O=C1NC(CCC1N1C(C2=CC=C(C=C2C1=O)CC(C(=O)N)N1CC(CC1)N1CCN(CC1)C1=NC=CC=C1)=O)=O ((2-(2,6-Dioxopiperidin-3-yl)-1,3-dioxoisoindolin-5-yl)methyl)-2-(3-(4-(pyridin-2-yl)piperazin-1-yl)pyrrolidin-1-yl)acetamide